(2s,4s)-2-cyclobutyl-7-(isoquinolin-4-yl)-5,7-diazaspiro[3.4]octane-6,8-dione C1(CCC1)C1CC2(C1)NC(N(C2=O)C2=CN=CC1=CC=CC=C21)=O